nitromercaptobenzoic acid anion [N+](=O)([O-])SC1=C(C(=O)[O-])C=CC=C1